3-fluoro-N-[trans-4-(2-hydroxy-2-methylpropyloxy)cyclohexyl]-4-(1H-pyrrolo[3,2-c]pyridin-4-yl)benzamide FC=1C=C(C(=O)N[C@@H]2CC[C@H](CC2)OCC(C)(C)O)C=CC1C1=NC=CC2=C1C=CN2